FC(CN1N=CC2=CC(=CC=C12)B1OC(C(O1)(C)C)(C)C)F 1-(2,2-difluoroethyl)-5-(4,4,5,5-tetramethyl-1,3,2-dioxaborolan-2-yl)-1H-indazole